2-chloro-8-(1-(difluoromethyl)-1H-pyrazol-3-yl)-8-methyl-7,8-dihydro-6H-cyclopenta[e]pyrazolo[1,5-a]pyrimidine-6-carboxylic acid methyl ester COC(=O)C1CC(C2=C1C=NC=1N2N=C(C1)Cl)(C)C1=NN(C=C1)C(F)F